1-(4-(2-amino-5-(7-methoxy-2H-pyrazolo[3,4-c]pyridin-4-yl)pyridin-3-yl)phenyl)pyrrolidin-2-one NC1=NC=C(C=C1C1=CC=C(C=C1)N1C(CCC1)=O)C=1C=2C(C(=NC1)OC)=NNC2